pyrazolyl-benzo[d][1,2,3]triazole N1N=C(C=C1)C1=CC=CC=2NN=NC21